N1CC(CC1)CCC(=O)O 3-(pyrrolidin-3-yl)propionic acid